3,5-diethoxyterephthalic acid C(C)OC=1C=C(C(=O)O)C=C(C1C(=O)O)OCC